N-((4bS,9bS)-1-amino-4b-hydroxy-7-isopropoxy-10-oxo-4b,10-dihydro-9bH-indeno[1,2-b]Benzofuran-9b-yl)-3-methyl-5-((4-methylpiperazin-1-yl)sulfonyl)-1H-pyrrole-2-carboxamide NC1=C2C([C@@]3([C@@](OC4=C3C=CC(=C4)OC(C)C)(C2=CC=C1)O)NC(=O)C=1NC(=CC1C)S(=O)(=O)N1CCN(CC1)C)=O